4-methyl-2-[4-(4,4,5,5-tetramethyl-1,3,2-dioxaborolan-2-yl)phenoxy]pyrimidine CC1=NC(=NC=C1)OC1=CC=C(C=C1)B1OC(C(O1)(C)C)(C)C